FC(C)(F)C=1SC=2C(N([C@@H](COC2N1)C)C1CC2(CN(C2)S(=O)(=O)C2=C(C=CC=C2)F)C1)=O (6R)-2-(1,1-difluoroethyl)-7-[2-(2-fluorophenyl)sulfonyl-2-azaspiro[3.3]heptan-6-yl]-6-methyl-5,6-dihydrothiazolo[5,4-f][1,4]oxazepin-8-one